2-[(4-ethoxycarbonylmethyl-6-[3-oxo-1-piperazinyl]-pyrimidin-2-yl)amino]-4-methyl-5-thiazolecarboxylic acid ethyl ester C(C)OC(=O)C1=C(N=C(S1)NC1=NC(=CC(=N1)CC(=O)OCC)N1CC(NCC1)=O)C